6-[4-[4-(3-Hydroxyphenyl)naphthalene-1-carbonyl]piperazin-1-yl]-N-propylpyridazine-3-carboxamide OC=1C=C(C=CC1)C1=CC=C(C2=CC=CC=C12)C(=O)N1CCN(CC1)C1=CC=C(N=N1)C(=O)NCCC